C(C=C)N([C@H](C(=O)OC)[C@@H](C=C)C)C(=O)OC(C)(C)C methyl (2s,3r)-2-(allyl (tert-butoxycarbonyl) amino)-3-methylpent-4-enoate